FC=1C=C(C=C(C1)OCC(C)C)C1=CC=C(C(=N1)N1C(CC(C1)C)(C)C)C(=O)NS(=O)(=O)C1=CC(=CC=C1)OC 6-(3-Fluoro-5-isobutoxyphenyl)-N-(3-methoxyphenyl)sulfonyl-2-(2,2,4-trimethylpyrrolidin-1-yl)pyridin-3-carboxamid